[C@H]12COC[C@H](CC(C1)C1=C(C3=C(N=NC(=C3)C3=C(C=CC=C3)O)N1)C)N2 2-(6-((1R,5S)-3-oxa-9-azabicyclo[3.3.1]nonan-7-yl)-5-methyl-7H-pyrrolo[2,3-c]pyridazin-3-yl)phenol